C(CCC(=O)OC1CC(N(C(C1)(C)C)O)(C)C)(=O)OC1CC(N(C(C1)(C)C)O)(C)C 1,4-bis(1-hydroxy-2,2,6,6-tetramethyl-4-piperidinyl) butanedioate